hexahydro-pyrrolo[3,4-c]pyrrole-2(1H)-carboxylic acid tert-butyl ester C(C)(C)(C)OC(=O)N1CC2CNCC2C1